(S)-2-methanesulphonylamino-3,9,10-trimethoxy-6,8,13,13a-tetrahydro-5H-dibenzo[a,g]quinolizine CS(=O)(=O)NC=1C(=CC2=C([C@@H]3CC4=C(CN3CC2)C(=C(C=C4)OC)OC)C1)OC